trimethylolpropane benzoate diacrylate CCC(COC(=O)C=C)(COC(=O)C=C)COC(=O)C1=CC=CC=C1